eicosanamine C(CCCCCCCCCCCCCCCCCCC)N